C1(CCC1)NC(C[C@H](CCN(C)C1CCCC1)NC(=O)C1=NN(C(=C1)C1=C(C=CC=C1)C(F)(F)F)C1CCCC1)=O (S)-N-(1-(cyclobutylamino)-5-(cyclopentyl-(methyl)amino)-1-oxopent-3-yl)-1-cyclopentyl-5-(2-(trifluoromethyl)phenyl)-1H-pyrazole-3-carboxamide